NC(C(=O)O)(CCCCB(O)O)CCCC1CCNCC1 2-amino-6-borono-2-(3-(piperidin-4-yl)propyl)hexanoic acid